nickel (II) dichloride [Ni](Cl)Cl